C(C)OC(C(C1=CC=C(C=C1)C(F)(F)F)N1C[C@@H](N(C[C@H]1CC)C(=O)OCC1=CC=CC=C1)C)=O benzyl (2s,5r)-4-(2-ethoxy-2-oxo-1-(4-(trifluoromethyl) phenyl) ethyl)-5-ethyl-2-methylpiperazine-1-carboxylate